3,7-difluoro-5-(pyrrolidin-1-yl)-1H-indole FC1=CNC2=C(C=C(C=C12)N1CCCC1)F